OC(C)(C)C=1SC(=C(N1)C)C1=CC2=C(N=C3N2[C@H]2C4=C(C(N([C@@H]3C2)C([2H])([2H])[2H])=O)C=CC=C4C#CC)C=C1 (7R,14R)-11-(2-(2-hydroxypropan-2-yl)-4-methylthiazol-5-yl)-6-(methyl-d3)-1-(prop-1-yn-1-yl)-6,7-dihydro-7,14-methanobenzo[f]benzo[4,5]imidazo[1,2-a][1,4]diazocin-5(14H)-one